C(C)(=O)O[C@@H]1[C@H](O[C@@H]([C@H]([C@H]1OC(C)=O)OC(C)=O)OC1=C(C=C(C=C1C(F)(F)F)Br)F)COC(C)=O (2R,3R,4S,5S,6R)-2-(acetoxymethyl)-6-(4-bromo-2-fluoro-6-(trifluoromethyl)phenoxy)tetrahydro-2H-pyran-3,4,5-triyl triacetate